2,3-dimethylbutylenediamine CC(CN)C(CN)C